FC1=C(C(=CC(=C1F)F)F)[B-](C1=C(C(=C(C=C1F)F)F)F)(C1=C(C(=C(C=C1F)F)F)F)C1=C(C(=C(C=C1F)F)F)F.C1(=CC=CC=C1)[PH+](C1=CC=CC=C1)C1=CC=CC=C1 triphenylphosphonium tetrakis(2,3,4,6-tetrafluorophenyl)borate